tert-butyl ((3R,6S)-1-(3-methoxy-4-(methylamino)-5-nitrobenzoyl)-6-methylpiperidinyl)carbamate COC=1C=C(C(=O)N2C(CCC[C@@H]2C)NC(OC(C)(C)C)=O)C=C(C1NC)[N+](=O)[O-]